2-hydroxypropyl acrylate (2-hydroxypropyl acrylate) OC(CC(C(=O)O)=C)C.C(C=C)(=O)OCC(C)O